C1CCC2=CC(=CC=C12)C1NC2=CC=CC=C2C=C1 2-indan-5-yl-1H-quinolin